[(2,4-dimethoxyphenyl)methyl]-N-methyl[5-chloro-3-(3-pyridyl)-2-{[2-(trimethylsilyl)ethoxy]methyl}-2H-1,2,4,6-tetraazainden-7-yl]amine COC1=C(C=CC(=C1)OC)CN(C)C1=NC(=NC2=C(N(N=C12)COCC[Si](C)(C)C)C=1C=NC=CC1)Cl